ClC=1C=CC(=C(C1)[C@@H](N)C=1NC2=CC=CC=C2C1)OC (R)-(5-chloro-2-methoxyphenyl)(1H-indole-2-yl)methaneamine